ON(CC1=CC=CC=C1)C(C1=CC=C(C=C1)Br)P(C1=CC=CC=C1)(C1=CC=CC=C1)=O (((hydroxy)benzylamino)(4-bromophenyl)methyl)diphenylphosphine oxide